C(C)(C)(C)OC(=O)N[C@@H]1[C@@H](N(CC1)C(=O)OCC1=CC=CC=C1)CO[C@@H]1CC[C@@H](CC1)C1=CC=CC=C1 Benzyl (2R,3S)-3-((tert-butoxycarbonyl)amino)-2-((((CIS)-4-phenylcyclohexyl)oxy)-methyl)pyrrolidine-1-carboxylate